CS(C=1C=CC=C2C=CC=NC12)(=O)=NC1=C(C=CC=C1)C#CC1=CN=CC2=CC=CC=C12 4-[2-(2-{[Methyl(oxo)(quinolin-8-yl)-λ6-sulfanyliden]amino}phenyl)ethynyl]isochinolin